N-(2-mercaptophenyl)iminodiacetic acid SC1=C(C=CC=C1)N(CC(=O)O)CC(=O)O